tert-butyl N-[(1s,4s)-4-(2-{[4-(4-methylpiperazin-1-yl)phenyl]amino}-7-oxo-5-[2-(triisopropylsilyl)ethynyl]pyrido[2,3-d]pyrimidin-8-yl)cyclohexyl]carbamate CN1CCN(CC1)C1=CC=C(C=C1)NC=1N=CC2=C(N1)N(C(C=C2C#C[Si](C(C)C)(C(C)C)C(C)C)=O)C2CCC(CC2)NC(OC(C)(C)C)=O